(((5-(3-(3-(trifluoromethyl) phenoxy) azetidine-1-carbonyl)-7H-pyrrolo[2,3-d]pyrimidin-4-yl) amino) methyl) piperidine-1-carboxylate N1(CCCCC1)C(=O)OCNC=1C2=C(N=CN1)NC=C2C(=O)N2CC(C2)OC2=CC(=CC=C2)C(F)(F)F